N[C@H]1CS(C2=C(N(C1=O)CC1=CC=C(C=C1)Cl)C=C(C=C2)C=2OC(=NN2)NC2(CC(C2)(F)F)C)(=O)=O (3R)-3-amino-5-[(4-chlorophenyl)methyl]-7-[5-[(3,3-difluoro-1-methyl-cyclobutyl)amino]-1,3,4-oxadiazol-2-yl]-1,1-dioxo-2,3-dihydro-1λ6,5-benzothiazepin-4-one